COC1=C(C=CC=C1)C1(CCN(CC1)C(=O)OC(C)(C)C)C(=O)OC 1-(tert-butyl) 4-methyl 4-(2-methoxyphenyl)piperidine-1,4-dicarboxylate